C(CCC)OCCOC(C1=CN=CC=C1)=O.CC1=NC(=CC(=C1)C=1NC2=CC=C(C=C2C1C(C)C)C1CCN(CC1)C(=O)C1CCOCC1)C (4-(2-(2,6-dimethylpyridin-4-yl)-3-isopropyl-1H-indol-5-yl)piperidin-1-yl)(tetrahydro-2H-pyran-4-yl)methanone β-butoxy-ethyl-nicotinate